1-(5-(2-methoxy-4-methylphenyl)imidazo[2,1-b][1,3,4]thiadiazol-2-yl)-3-methylpyrrolidin-3-amine COC1=C(C=CC(=C1)C)C1=CN=C2SC(=NN21)N2CC(CC2)(N)C